C1(CCCCC1)CC(=O)O[C@@H]1[C@H](O[C@@]([C@@H]1O)(C#N)C1=CC=C2C(=NC=NN21)NC(C2=CC=CC=C2)=O)CO[Si](C2=CC=CC=C2)(C2=CC=CC=C2)C(C)(C)C (2R,3S,4R,5R)-5-(4-benzoylamino pyrrolo[2,1-f][1,2,4]triazin-7-yl)-2-(((tert-butyldiphenylsilyl) oxy) methyl)-5-cyano-4-hydroxytetrahydrofuran-3-yl 2-cyclohexylacetate